Cl.Cl.CC1=CN=CC2=CC=CC(=C12)S(=O)(=O)N1[C@H](CNCCC1)C 4-methyl-5-{[(2S)-2-methyl-1,4-diazepan-1-yl]sulfonyl}isoquinoline dihydrochloride